2-(Difluoromethyl)-5-{[(2-Methylpropanoyl)amino]methyl}-N-{5-Methyl-4-[4-(Trifluoromethyl)phenyl]-1h-Imidazol-2-Yl}pyridine-3-Carboxamide FC(C1=NC=C(C=C1C(=O)NC=1NC(=C(N1)C1=CC=C(C=C1)C(F)(F)F)C)CNC(C(C)C)=O)F